FC1=CC=C(C=C1)C1=C(N=C(O1)C1=CC=CC=C1)N1C(N=C2C(=C1)CCC(O2)C)=O 3-(5-(4-fluorophenyl)-2-phenyloxazol-4-yl)-7-methyl-3,5,6,7-tetrahydro-2H-pyrano[2,3-d]pyrimidin-2-one